ClC1=CC=C(C=C1)C=1C(OC2=C(C1C)C=C(C=C2)O)C2=CC=C(C=C2)OC[C@H](C)N2C[C@@H](CC2)C 3-(4-chlorophenyl)-4-methyl-2-(4-((S)-2-((R)-3-methylpyrrolidin-1-yl)propoxy)phenyl)-2H-benzopyran-6-ol